OC(C=1N2C=CC=C2C=C(C1)CCC)C1=CC=CC=C1 1-(5-(hydroxy(phenyl)methyl)indolizine-7-yl)propan